1-(1-(4-((3,3-difluorocyclobutyl)amino)cyclohexyl)ethyl)-2-methyl-1H-indole-3-carboxylic acid methyl ester COC(=O)C1=C(N(C2=CC=CC=C12)C(C)C1CCC(CC1)NC1CC(C1)(F)F)C